2-amino-5-((4-aminophenyl)diazenyl)benzonitrile NC1=C(C#N)C=C(C=C1)N=NC1=CC=C(C=C1)N